gamma-(2-ureidoethyl)aminopropyldimethoxysilane N(C(=O)N)CCNCCC[SiH](OC)OC